CC1=NC=CC(=C1C(C)=O)C 1-(2,4-Dimethylpyridin-3-yl)ethan-1-one